4-(1H-1,2,4-triazol-1-yl)-2'-deoxy-5-methylcytidine N1(N=CN=C1)C1(NC(N([C@H]2C[C@H](O)[C@@H](CO)O2)C=C1C)=O)N